NC1=C(C=NN1C1=C(C=C(C=C1F)F)OCC1=CC=CC=C1)C#N 5-amino-1-(2-benzyloxy-4,6-difluoro-phenyl)pyrazole-4-carbonitrile